methyl 5-{[(2r,3s)-1-(tert-butoxycarbonyl)-2-methylazetidin-3-yl] oxy}-3-fluoropyridine-2-carboxylate C(C)(C)(C)OC(=O)N1[C@@H]([C@H](C1)OC=1C=C(C(=NC1)C(=O)OC)F)C